C(=CC1=CC=CC=C1)S(=O)(=O)OCC Ethyl Styrenesulfonate